ClC1=CC(=NC(=C1)C(F)(F)F)[C@@]1(CC(=NO1)C1=CC(=C(C(=O)N[C@@H]2C[C@H](C2)C(F)(F)F)C=C1)C)C(F)(F)F |o1:11| 4-((S*)-5-(4-chloro-6-(trifluoromethyl)pyridin-2-yl)-5-(trifluoromethyl)-4,5-dihydroisoxazol-3-yl)-2-methyl-N-((trans)-3-(trifluoromethyl)cyclobutyl)benzamide